4-methoxypyridine formate C(=O)O.COC1=CC=NC=C1